[C@H]12CNC[C@H](CC1)N2C2=NC(=C(C=1CN(CCC21)C2=CC=CC1=CC=CC(=C21)Br)C#N)OCC2N(CCC2)C 1-((1r,5s)-3,8-diazabicyclo[3.2.1]oct-8-yl)-6-(8-bromonaphthalen-1-yl)-3-((1-methylpyrrolidin-2-yl)methoxy)-5,6,7,8-tetrahydro-2,6-naphthyridine-4-carbonitrile